COC(=O)C1=C(C(=C2C(=N1)CC(OC2)(C)C)C)C#N 3-Cyano-4,7,7-trimethyl-7,8-dihydro-5H-pyrano[4,3-b]pyridine-2-carboxylic acid methyl ester